tert-butyl (1,5,6-trifluoro-4-(4,4,5,5-tetramethyl-1,3,2-dioxaborolan-2-yl)naphthalen-2-yl)carbamate FC1=C(C=C(C2=C(C(=CC=C12)F)F)B1OC(C(O1)(C)C)(C)C)NC(OC(C)(C)C)=O